titanium(IV) ethoxide [O-]CC.[Ti+4].[O-]CC.[O-]CC.[O-]CC